2-((benzyloxy)methyl)-2,3-dihydro-4H-pyran-4-one C(C1=CC=CC=C1)OCC1OC=CC(C1)=O